NC1=NC(=NN1S(=O)(=O)C1=CC=CC2=CC=C(C=C12)C=CC#N)NC1=CC(=C(C#N)C=C1)Cl 4-[[5-amino-1-[[7-[2-cyanovinyl]-1-naphthyl]sulfonyl]-1,2,4-triazol-3-yl]amino]-2-chloro-benzonitrile